COC=C(C)C1=CC=C(C=C1)CCC(=O)O 3-[4-(1-methoxyprop-1-en-2-yl)phenyl]propanoic acid